tris(isopropyl)cyclotrisilazane C(C)(C)N1[SiH2]N([SiH2]N([SiH2]1)C(C)C)C(C)C